7-methyl-8-nitro-2-(4-(3-(m-tolyl)-1,2,4-oxadiazol-5-yl)piperidin-1-yl)-6-(trifluoromethyl)-4H-benzo[e][1,3]thiazin-4-one CC1=C(C2=C(C(N=C(S2)N2CCC(CC2)C2=NC(=NO2)C=2C=C(C=CC2)C)=O)C=C1C(F)(F)F)[N+](=O)[O-]